Tert-butyl-2-((3-bromo-2-methylphenyl) carbamoyl)-1-methyl-1,4,6,7-tetrahydro-5H-imidazo[4,5-c]pyridine-5-carboxylate C(C)(C)(C)OC(=O)N1CC2=C(CC1)N(C(=N2)C(NC2=C(C(=CC=C2)Br)C)=O)C